FC=1C=C(COC2=NC(N3C(N4[C@@]5(CO[C@H](C4)C5)C3)=C2)=O)C=C(C1OC1=CC(=CC=C1)C(F)(F)F)F (3S,11aR)-7-((3,5-difluoro-4-(3-(trifluoro-methyl)phenoxy)benzyl)oxy)-3,4-dihydro-1H,9H,11H-3,11a-methanopyrimido[6',1':2,3]imidazo[5,1-c][1,4]oxazin-9-one